N-[(1S)-1-(dicyclopropylmethyl)-2-[2-fluoro-4-[(1S)-1-methyl-2-oxo-2-[(2,2,2-trifluoro-1-tetrahydrofuran-3-yl-ethyl)amino]ethyl]anilino]-2-oxo-ethyl]-2-isopropyl-pyrazole-3-carboxamide C1(CC1)C([C@@H](C(=O)NC1=C(C=C(C=C1)[C@@H](C(NC(C(F)(F)F)C1COCC1)=O)C)F)NC(=O)C=1N(N=CC1)C(C)C)C1CC1